lanthanum-cerium silicate [Si]([O-])([O-])([O-])[O-].[Ce+3].[La+3]